FC=1C=C(CN2C(N(C(C23CCN(CC3)C(=O)OC(C)(C)C)=O)C3=CC(=NC=C3)C(F)(F)F)=O)C=C(C1)F tert-butyl 1-(3,5-difluorobenzyl)-2,4-dioxo-3-(2-(trifluoromethyl)pyridin-4-yl)-1,3,8-triazaspiro[4.5]decane-8-carboxylate